(S)-(tert-butyl 2-(3-bromo-2-((ethylamino) methyl)-4-fluorophenoxy) propyl) carbamate C(N)(OC[C@H](CC(C)(C)C)OC1=C(C(=C(C=C1)F)Br)CNCC)=O